(E)-1-(4-(3-(benzo[d]oxazol-2-yl-thio)propoxy)phenyl)-3-(4-fluorophenyl)-2-propen-1-one O1C(=NC2=C1C=CC=C2)SCCCOC2=CC=C(C=C2)C(\C=C\C2=CC=C(C=C2)F)=O